FC1=CC=C(C=N1)C=1C=2N(C=C(C1)OCC(C)O)N=CC2C#N 4-(6-fluoropyridin-3-yl)-6-(2-hydroxypropoxy)pyrazolo[1,5-a]pyridine-3-carbonitrile